O1CCC(CC1)[C@@H](C)N1C(C(=CC=C1)CN1N=NC(=C1)C1=NC(=NC2=C(C=CC=C12)OC)N)=O 1-[(R)-1-(tetrahydro-2H-pyran-4-yl)ethyl]-3-{[4-(2-amino-8-methoxy-4-quinazolinyl)-1H-1,2,3-triazol-1-yl]methyl}-1H-pyridin-2-one